N[C@@H](CC1=CC(=CC(=C1)F)F)C1=NC2=CC(=CC=C2C(N1C=1C=CC(=C2C(=NN(C12)CC(F)F)NS(=O)(=O)C1CC1)Cl)=O)Br (S)-N-(7-(2-(1-amino-2-(3,5-difluorophenyl)ethyl)-7-bromo-4-oxoquinazolin-3(4H)-yl)-4-chloro-1-(2,2-difluoroethyl)-1H-indazol-3-yl)cyclopropanesulfonamide